OC1=C(C=C(C=C1C=O)C=O)C=O 2-hydroxybenzene-1,3,5-tricarboxaldehyde